4-(4-((4-(3-((2-((S)-1-hydroxyethyl)-1H-imidazol-1-yl)methyl)isoxazole-5-yl)phenyl)ethynyl)benzyl)morpholine-2-carboxylic acid methyl ester COC(=O)C1CN(CCO1)CC1=CC=C(C=C1)C#CC1=CC=C(C=C1)C1=CC(=NO1)CN1C(=NC=C1)[C@H](C)O